[O-]P([O-])(=O)OP(=O)([O-])[O-].[NH4+].[NH4+].[Ca+2] monocalcium diammonium pyrophosphate